NC(C)C1=NC=NN1C1=CC=C(C=N1)C#N 6-[5-(1-aminoethyl)-1H-1,2,4-triazol-1-yl]-3-pyridinecarbonitrile